1-methyl-1-pentene-1,5-sultone CC1=CCCCOS1(=O)=O